CNS(=O)(=O)C1=CC=C(C=C1)CCC(CC(=O)[O-])=O 3-[4-(methylsulfamoyl) phenyl]Ethyl-3-oxopropanoate